2-(Difluoromethoxy)pyridin-4-amine FC(OC1=NC=CC(=C1)N)F